(3R)-3-{[9-fluoro-2-(3-methoxyphenyl)[1,2,4]triazolo[1,5-c]quinazolin-5-yl]amino}piperidin-2-one FC1=CC=2C=3N(C(=NC2C=C1)N[C@H]1C(NCCC1)=O)N=C(N3)C3=CC(=CC=C3)OC